1,4,5,6-Tetrahydropyrano[2,3-c]pyrazole-3-carboxylic acid N1N=C(C2=C1OCCC2)C(=O)O